CN(C)CCC[Si](OC)(OC)OC (N,N-dimethylamino)propyl-trimethoxysilane